(S)-N-(amino(1-ethyl-4-fluoro-1H-pyrazol-3-yl)(oxo)-λ6-sulfaneylidene)-2-(4,6-diisopropyl-1,3-dihydroisobenzofuran-5-yl)acetamide N[S@@](=NC(CC=1C(=C2COCC2=CC1C(C)C)C(C)C)=O)(=O)C1=NN(C=C1F)CC